CC(CCOCC=O)CCC=C(C)C [(3,7-Dimethyl-6-octenyl)-oxy]-acetaldehyd